CP1CCC(CC1)CNC1=C(C=C(C=C1)S(=O)(=O)NC(C1=CC=CC=C1)=O)[N+](=O)[O-] N-((4-(((1-methyl-1-phospha-cyclohex-4-yl)methyl)amino)-3-nitrophenyl)sulfonyl)benzamide